ClC=1C(=CN(C(C1)=O)C1CCOCC1)C(=O)N[C@H](C)C1=C(C(=CC=C1)C(F)F)F (R)-4-chloro-N-(1-(3-(difluoromethyl)-2-fluorophenyl)ethyl)-6-oxo-1-(tetrahydro-2H-pyran-4-yl)-1,6-dihydropyridine-3-carboxamide